tert-butyl 4-(2-(3-(3,5-dichloro-4-formylphenoxy)propyl)-1,3-dioxo-2,3-dihydro-1H-xantheno[2,1,9-def]isoquinolin-9-yl)benzoate ClC=1C=C(OCCCN2C(C3=CC=C4C=5C3=C(C2=O)C=CC5OC5=CC=C(C=C54)C5=CC=C(C(=O)OC(C)(C)C)C=C5)=O)C=C(C1C=O)Cl